FC(CO)COC1=NN(C(=C1[N+](=O)[O-])C)C=1C(=NC=CC1)C 2-fluoro-3-((5-methyl-1-(2-methylpyridin-3-yl)-4-nitro-1H-pyrazol-3-yl)oxy)propan-1-ol